bis(4-(piperazine-1-yl) phenyl) ketone N1(CCNCC1)C1=CC=C(C=C1)C(=O)C1=CC=C(C=C1)N1CCNCC1